ClC=1C=CC=2N=CN=C(C2N1)NC1=CC(=C(C=C1)Cl)Cl 6-chloro-N-(3,4-dichlorophenyl)pyrido[3,2-d]pyrimidin-4-amine